C(C)(=O)O.C(CCCCCCCCCCCCCCCCC)N octadecylamine acetic acid salt